4-amino-N-(bicyclo[1.1.1]pentan-1-yl)-7-fluoro-N-(2-fluoro-4-(1-methyl-1H-pyrazol-4-yl)benzyl)imidazo[1,5-a]quinoxaline-8-carboxamide NC=1C=2N(C3=CC(=C(C=C3N1)F)C(=O)N(CC1=C(C=C(C=C1)C=1C=NN(C1)C)F)C13CC(C1)C3)C=NC2